CS(=O)(=O)C1=CC(=C(N)C(=C1)OC)OC 4-methanesulfonyl-2,6-dimethoxyaniline